FC1=C(C=CC(=C1F)OC)C1=CN=C2N1C=CN=C2NC2=CC(=C(C(=O)NCC1(CCN(CC1)C(=O)OC(C)(C)C)C(=O)OC)C=C2)CC O1-tert-butyl O4-methyl 4-[[[4-[[3-(2,3-difluoro-4-methoxy-phenyl)imidazo[1,2-a]pyrazin-8-yl]amino]-2-ethyl-benzoyl]amino]methyl]piperidine-1,4-dicarboxylate